C(C1=CC=CC=C1)NC(C([C@H](CC1CC1)NC(=O)[C@@H]1[C@H]2C([C@H]2CN1C([C@@H](NC(C(C)C)=O)C(C)C)=O)(C)C)O)=O (1R,2S,5S)-N-((2S)-4-(benzylamino)-1-cyclopropyl-3-hydroxy-4-oxobutan-2-yl)-3-(isobutyryl-L-valyl)-6,6-dimethyl-3-azabicyclo[3.1.0]hexane-2-carboxamide